2-(1H-indol-3-yl)-2-(p-tolyl)indol-3-one (R or S)-benzyl-3-(1-ethyl-4-methyl-1H-benzo[d][1,2,3]triazol-5-yl)-3-(4-(hydroxymethyl)-5-methylthiazol-2-yl)-2,2-dimethylpropanoate C(C1=CC=CC=C1)OC(C([C@H](C=1SC(=C(N1)CO)C)C1=C(C2=C(N(N=N2)CC)C=C1)C)(C)C)=O.N1C=C(C2=CC=CC=C12)C1(NC2=CC=CC=C2C1=O)C1=CC=C(C=C1)C |o1:10|